(7-(2-(4-(6-fluorobenzo[b]thiophen-4-yl)piperazin-1-yl)ethyl)-2-oxo-3,4-dihydroquinolin-1(2H)-yl)methyl quinoline-6-carboxylate N1=CC=CC2=CC(=CC=C12)C(=O)OCN1C(CCC2=CC=C(C=C12)CCN1CCN(CC1)C1=CC(=CC=2SC=CC21)F)=O